FC1(OC2=C(O1)C=CC(=C2)C(=O)NC=2C(=NN(C2)C2=CC=C(C=C2)/C=N/NC(NC2=C(C=CC=C2)C(C)C)=O)C)F 2,2-difluoro-N-[1-[4-[(E)-[(2-isopropylphenyl)carbamoylhydrazono]methyl]phenyl]-3-methyl-pyrazol-4-yl]-1,3-benzodioxole-5-carboxamide